3-methyl-2-({5-[5-(trifluoromethyl)-1,2,4-oxadiazol-3-yl]pyridin-2-yl}methoxy)-3H-imidazo[4,5-b]pyridine CN1C(=NC=2C1=NC=CC2)OCC2=NC=C(C=C2)C2=NOC(=N2)C(F)(F)F